COC(=O)C=1C=CC2=C(N(C=N2)CC2N(CCC2)CC)C1 1-((1-ethylpyrrolidin-2-yl)methyl)-1H-benzo[d]Imidazole-6-carboxylic acid methyl ester